Cl[C@@H](C)C=1C=C(C=C2C(C(=C(OC12)C1=NC(=CC=C1)C(F)F)C)=O)C 8-[(1S)-1-chloroethyl]-2-[6-(difluoromethyl)-2-pyridinyl]-3,6-dimethyl-chromen-4-one